C(C)(C)N1C(=C(C2=C1N=CN=C2N)C2=CC=C(C=C2)OC2=CC=CC=C2)C#CC2CCN(CC2)S(=O)(=O)C=C 7-isopropyl-5-(4-phenoxyphenyl)-6-((1-(vinylsulfonyl)piperidin-4-yl)ethynyl)-7H-pyrrolo[2,3-d]pyrimidin-4-amine